5-[4-amino-5-(trifluoromethyl)pyrrolo[2,1-f][1,2,4]triazin-7-yl]-N-[(3R,4S)-4-fluoro-1-(1-fluorocyclopropane-carbonyl)pyrrolidin-3-yl]-2-methyl-pyridine-3-carboxamide NC1=NC=NN2C1=C(C=C2C=2C=C(C(=NC2)C)C(=O)N[C@@H]2CN(C[C@@H]2F)C(=O)C2(CC2)F)C(F)(F)F